3,5-di(1-(tetrahydro-2H-pyran-2-yl)-1H-pyrazol-4-yl)pyridine ethyl-2-(3,8-diazabicyclo[3.2.1]octan-3-yl)-7-(thiazol-2-yl)-4-(trifluoromethyl)benzo[d]oxazole-5-carboxylate C(C)OC(=O)C=1C=C(C2=C(N=C(O2)N2CC3CCC(C2)N3)C1C(F)(F)F)C=1SC=CN1.O1C(CCCC1)N1N=CC(=C1)C=1C=NC=C(C1)C=1C=NN(C1)C1OCCCC1